N-(2-(4-ethylpiperazin-1-yl)-5-(4-(4-((6-(trifluoromethyl)pyridazin-3-yl)oxy)phenyl)-piperidine-1-carbonyl)phenyl)benzenesulfonamide C(C)N1CCN(CC1)C1=C(C=C(C=C1)C(=O)N1CCC(CC1)C1=CC=C(C=C1)OC=1N=NC(=CC1)C(F)(F)F)NS(=O)(=O)C1=CC=CC=C1